(2-fluorophenyl)methyl 6-amino-5-chloro-2-(4-chloro-2-fluoro-3-methoxy-phenyl)pyrimidine-4-carboxylate NC1=C(C(=NC(=N1)C1=C(C(=C(C=C1)Cl)OC)F)C(=O)OCC1=C(C=CC=C1)F)Cl